((5-amino-1-(benzenesulfonyl)-1H-pyrazolo[3,4-b]Pyridin-4-yl)amino)pyrrolidine-1-carboxylic acid tert-butyl ester C(C)(C)(C)OC(=O)N1C(CCC1)NC1=C2C(=NC=C1N)N(N=C2)S(=O)(=O)C2=CC=CC=C2